NC1=C2C(=NC=N1)N(N=C2C2=CC=C(C=C2)CNC(C2=C(C=CC(=C2)C)OC)=O)C2CC(CCC2)N(C(OC(C)(C)C)=O)C tert-butyl (3-(4-amino-3-(4-((2-methoxy-5-methylbenzamido)methyl)phenyl)-1H-pyrazolo[3,4-d]pyrimidin-1-yl)cyclohexyl)(methyl)carbamate